N1=CC=2C=NC=C3C=CC=C1C23 pyrrolo[4,3,2-de]isoquinoline